CN1CCC(CC1)NC1=C2C=CN(C2=CC(=C1)C#CCNC(=O)C=1C=NN(C1)C(C)(C)C)CC(F)(F)F N-{3-[4-(1-methyl-4-piperidylamino)-1-(2,2,2-trifluoroethyl)-6-indolyl]-2-propynyl}-1-(tert-butyl)-4-pyrazolecarboxamide